C(C)(C)C1=C(NC2=CC=C(C=C12)C1CCN(CC1)CC1=CN=C(S1)N)C1=C2C(=NC=C1)NN=C2 5-((4-(3-isopropyl-2-(1H-pyrazolo[3,4-b]pyridin-4-yl)-1H-indol-5-yl)piperidin-1-yl)methyl)thiazol-2-amine